CN1C(N(C=CC=C1)C)=O 1,3-dimethyl-1,3-diazepin-2-one